ClC1=CC(=CC(=N1)N1CCN(CC1)S(=O)(=O)C1=CC=C(C=C1)N1C(OCC1)=O)C(F)(F)F 3-[4-[4-[6-chloro-4-(trifluoromethyl)-2-pyridinyl]piperazin-1-yl]sulfonylphenyl]oxazolidin-2-one